9-[(R)-2-[[(phenoxy)-hydroxyphosphinyl]methoxy]propyl]adenine O(C1=CC=CC=C1)P(=O)(O)CO[C@@H](CN1C2=NC=NC(=C2N=C1)N)C